C(C)C=1C=CC=C2NC=C(CCN)C12 4-ethyl-tryptamine